2-allyl-8-amino-6-fluoro-5-methyl-3,4-dihydronaphthalen-1(2H)-one C(C=C)C1C(C2=C(C=C(C(=C2CC1)C)F)N)=O